CN1CC(C1)(C)[C@@](C=1C=C(C=NC1)N1C(OCC1)=O)(C1=CC=C(C=C1)C(C)C)O 5-[(R)-(1,3-dimethyl-azetidin-3-yl)-hydroxy-(4-isopropyl-phenyl)-methyl]-pyridin-3-yl-Oxazolidin-2-one